C(#N)C=1C=CC=C2C=CC=C(C12)C1=C(C=2N=C(N=C(C2C=N1)N1CCN(CC1)C(=O)OC(C)(C)C)OC[C@]12CCCN2C[C@@H](C1)F)F tert-Butyl 4-(7-(8-cyanonaphthalen-1-yl)-8-fluoro-2-(((2R,7aS)-2-fluorotetrahydro-1H-pyrrolizin-7a(5H)-yl)methoxy)pyrido[4,3-d]pyrimidin-4-yl)piperazine-1-carboxylate